N-t-butoxycarbonyl-4-(3-phthalimidopropylamino)butylamine C(C)(C)(C)OC(=O)NCCCCNCCCN1C(C=2C(C1=O)=CC=CC2)=O